1-(4-bromophenyl)piperidine-4-carboxylic acid ethyl ester C(C)OC(=O)C1CCN(CC1)C1=CC=C(C=C1)Br